[5-(5-chloro-2-methoxypyridin-4-yl)-1-(oxazolidin-2-yl)pyrazole-3-carbonyl]-N-[4-(trifluoromethyl)cyclohexyl]piperidine-4-carboxamide ClC=1C(=CC(=NC1)OC)C1=CC(=NN1C1OCCN1)C(=O)N1CCC(CC1)C(=O)NC1CCC(CC1)C(F)(F)F